C(C)(C)OC1=C(C2=C(C(=C(C(=C2C(=C1F)F)F)F)F)F)[Ga] (2-isopropoxyhexafluoronaphthyl)gallium